1-(4-methoxybenzyl)-1H-indazol-5-ol COC1=CC=C(CN2N=CC3=CC(=CC=C23)O)C=C1